10-bromo-9-chloro-7-(3-oxopiperazin-1-yl)-2,3-dihydro-5H-[1,4]thiazino[2,3,4-ij]quinazolin-5-one BrC1=C(C=C2C(=NC(N3C2=C1SCC3)=O)N3CC(NCC3)=O)Cl